NC1=C(C(N(C(N1CC)=O)CC)=O)NC(\C=C\C=1C=NC(=CC1)OC1COC1)=O (E)-N-(6-amino-1,3-diethyl-2,4-dioxo-1,2,3,4-tetrahydropyrimidin-5-yl)-3-(6-(oxetan-3-yloxy)pyridin-3-yl)acrylamide